C(C)(C)(C)OOCC(CC)O β-hydroxybutyl tert-butyl peroxide